N[C@H]1CCC[C@@H]2N(C1=O)[C@@H](CC2)C(=O)N2CC(C2)C=2C=NC=CC2N(CCOC2=CC=C(C=C2)C2C(NC(CC2)=O)=O)C 3-(4-(2-((3-(1-((3S,6S,9aS)-6-amino-5-oxooctahydro-1H-pyrrolo[1,2-a]azepine-3-carbonyl)azetidin-3-yl)pyridin-4-yl)(methyl)amino)ethoxy)phenyl)piperidine-2,6-dione